OC[N+]1=CC=C(C=C1)CO 1,4-dihydroxymethylpyridinium